hypophosphorous acid Copper hydride [CuH2].[PH2](=O)O